COC1=C2C(C(=C(OC2=CC(=C1)OC)C1=CC(=C(C(=C1)OC)OC)OC)OCCCCSC1=NC=NC2=C(C=C(C=C12)Cl)C)=O 5,7-dimethoxy-3-(4-((6-chloro-8-methylquinazolin-4-yl)thio)butoxy)-2-(3,4,5-trimethoxyphenyl)-4H-chromen-4-one